pyridinoylAmine N1=C(C=CC=C1)C(=O)N